3-(isoquinolin-4-yl)-1-(3-(methylsulfonyl)phenyl)-2-oxoimidazoline-4-carbonitrile C1=NC=C(C2=CC=CC=C12)N1C(N(CC1C#N)C1=CC(=CC=C1)S(=O)(=O)C)=O